CS(=O)(=O)OCCC1=NC=C(C=C1)N1C(NC(CC1)=O)=O 2-(5-(2,4-dioxotetrahydropyrimidin-1(2H)-yl)pyridin-2-yl)ethyl methanesulfonate